C[C@@H]1O[C@@H](CN(C1)C1=NC(=C2N1C1=CC(=CC=C1N=C2)C=2C=CC(=NC2)OCCCN(CC)CC)C)C 3-((5-(1-((2S,6R)-2,6-dimethylmorpholino)-3-methylimidazo[1,5-a]quinoxalin-8-yl)pyridin-2-yl)oxy)-N,N-diethylpropan-1-amine